BrC=1C(=C(NC=2C3=C(N=C(N2)C(F)F)C=C(C=N3)C=O)C=CC1)Cl 4-(3-bromo-2-chloro-anilino)-2-(difluoromethyl)pyrido[3,2-d]pyrimidine-7-carbaldehyde